(E)-4-fluoro-N-((4-(hydroxymethyl)-1-(4-(trifluoromethoxy)phenyl)-1H-pyrazolo[3,4-b]pyridin-3-yl)methyl)but-2-enamide FC/C=C/C(=O)NCC1=NN(C2=NC=CC(=C21)CO)C2=CC=C(C=C2)OC(F)(F)F